C(#N)CCOCCCC(C)OCCC#N 1,4-bis(2-cyanoethoxy)pentane